C(C)(C)C1=NC(=NC2=CC=C(C=C12)B1OC(C(O1)(C)C)(C)C)C(=O)OC methyl 4-isopropyl-6-(4,4,5,5-tetramethyl-1,3,2-dioxaborolan-2-yl)quinazoline-2-carboxylate